2,5-bis(2-trifluoromethyl-4-maleimidophenoxy)toluene FC(C1=C(OC2=C(C)C=C(C=C2)OC2=C(C=C(C=C2)N2C(C=CC2=O)=O)C(F)(F)F)C=CC(=C1)N1C(C=CC1=O)=O)(F)F